(7S)-N-{3-[2-(4-chloro-3-fluorophenoxy)acetamido]bicyclo[1.1.1]pent-1-yl}-2,2-difluoro-7-methyl-6,7-dihydro-2H-furo[2,3-f][1,3]benzodioxole-7-carboxamide ClC1=C(C=C(OCC(=O)NC23CC(C2)(C3)NC(=O)[C@@]3(COC2=CC4=C(OC(O4)(F)F)C=C23)C)C=C1)F